The molecule is an indolecarboxylic acid that is indole-5-carboxylic acid bearing an additional 4-(4-phenyl-1,2,3,6-tetrahydropyridin-1-yl)butyl substituent at position 3. Selective, peripherally acting dopamine D2 receptor agonist. Modulates noradrenalin release and sympathetic activation. Displays antihypertensive properties in vivo. It has a role as an antihypertensive agent, a dopamine agonist and a platelet aggregation inhibitor. It is an indolecarboxylic acid, a tetrahydropyridine and a tertiary amino compound. It is a conjugate base of a carmoxirole(1+). C1CN(CC=C1C2=CC=CC=C2)CCCCC3=CNC4=C3C=C(C=C4)C(=O)O